R-Lysin N[C@H](CCCCN)C(=O)O